2-hydroxy-4-allyloxymethyl-1,3,2-dioxaphosphorinane OP1OCCC(O1)COCC=C